N-isopropylpyrazine-2-carboxamide C(C)(C)NC(=O)C1=NC=CN=C1